ClC=1C(=C(C=CC1F)[C@@H](NC(=O)N1[C@@H](C(NCC1)=O)C)C1CC(C1)=C)F (2R)-N-((S)-(3-chloro-2,4-difluorophenyl)(3-methylenecyclobutyl)methyl)-2-methyl-3-oxopiperazine-1-carboxamide